3,5-dibromo-4H-1,2,4-triazole BrC1=NN=C(N1)Br